C(#N)C=1C(=C(C(=CC1)C(C)C)NC(=O)NS(=O)(=O)C=1SC(=C(C1)C(C)(C)O)C)C(C)C N-(3-cyano-2,6-diisopropylphenylcarbamoyl)-4-(2-hydroxypropan-2-yl)-5-methylthiophene-2-sulfonamide